1-cyclopentene boronate B(O)O.C1=CCCC1